ClC1=CNC2=NC=CC(=C21)OC2=CC(=C(C=C2)NC(=O)NC2=CC(=C(C=C2)CN2CCN(CC2)C)OC)F 1-(4-((3-chloro-1H-pyrrolo[2,3-B]pyridin-4-yl)oxy)-2-fluorophenyl)-3-(3-methoxy-4-((4-methylpiperazin-1-yl)methyl)phenyl)urea